CN(C)CC1CCC2=C(C=3CCCC3C=C12)NC(=O)N=S(=O)(N)C=1C=NN2C1OCCC2 N'-((1-((dimethylamino)methyl)-1,2,3,5,6,7-hexahydro-s-indacen-4-yl)carbamoyl)-6,7-dihydro-5H-pyrazolo[5,1-b][1,3]oxazine-3-sulfonimidamide